2,2,8-trifluoro-1H,3H,4H-pyrido[1,2-a]indole FC1(CC=2C=C3N(C2CC1)C=CC(=C3)F)F